17β-Estradiol-16,16,17-D3 [2H][C@]1([C@]2(CC[C@H]3[C@H]([C@@H]2CC1([2H])[2H])CCC4=C3C=CC(=C4)O)C)O